OC1=C(C=CC=C1)C=1C=C2N3CCN(C[C@@H]3CNC2=NN1)C1=NC=C(C=N1)C1CCN(CC1)C1CC2(C1)CCC(CC2)C(=O)OCC ethyl 2-[4-[2-[(10S)-4-(2-hydroxyphenyl)-1,5,6,8,12-pentazatricyclo[8.4.0.02,7]tetradeca-2,4,6-trien-12-yl]pyrimidin-5-yl]-1-piperidyl]spiro[3.5]nonane-7-carboxylate